1-(2-Hydroxy-2-methylpropyl)-5-methyl-3-oxo-2-phenyl-2,3-dihydro-1H-pyrazole-4-carboxylic acid OC(CN1N(C(C(=C1C)C(=O)O)=O)C1=CC=CC=C1)(C)C